COCCOC1=CC=C(C=C1)C1=CC=C(C=C1)C(\C=C\C=1C=C2N=CC=NC2=CC1)=O (E)-1-(4'-(2-methoxyethoxy)-[1,1'-biphenyl]-4-yl)-3-(quinoxalin-6-yl)prop-2-en-1-one